C12(CC3CC(CC(C1)C3)C2)C=2C=CC(=C(C(=O)C3=CC=C(C=C3)/C=C/C(=O)OC)C2)O Methyl (2E)-3-{4-[5-(adamantan-1-yl)-2-hydroxybenzoyl]phenyl}prop-2-Enoat